BrCCOC=1C=C2CCCC2=CC1 5-(2-bromoethoxy)-2,3-dihydro-1H-inden